C(#N)C1=C(N=CC2=C1OC(CN2C(=O)NC2=CC(=NC=C2)C(F)(F)F)C(F)(F)F)C 8-cyano-7-methyl-2-(trifluoromethyl)-N-(2-(trifluoromethyl)pyridin-4-yl)-2,3-dihydro-4H-pyrido[4,3-b][1,4]oxazine-4-carboxamide